tert-Butyl-2-methyl-4-oxo-1-oxa-8-azaspiro[4.5]decane-8-carboxylate C(C)(C)(C)OC(=O)N1CCC2(C(CC(O2)C)=O)CC1